(S)-4-(2,5-difluorophenyl)-2-(3-fluoropyrrolidin-1-yl)nicotinic acid FC1=C(C=C(C=C1)F)C1=CC=NC(=C1C(=O)O)N1C[C@H](CC1)F